(2S)-4-((2-phenoxyethyl)(4-(5,6,7,8-tetrahydro-1,8-naphthyridin-2-yl)butyl)amino)-2-(2-(pyridin-3-yl)propanamido)butanoic acid O(C1=CC=CC=C1)CCN(CC[C@@H](C(=O)O)NC(C(C)C=1C=NC=CC1)=O)CCCCC1=NC=2NCCCC2C=C1